COC1CC(C1)C(=O)NC1=CC(=C(C=C1)OC1=CC=C(C=C1)N1CCOCC1)C 3-methoxy-N-(3-methyl-4-(4-morpholinophenoxy)phenyl)cyclobutane-1-carboxamide